Cl.N[C@@H](CC(=O)OC)C=1C=C(C=CC1)C1=C(C=CC=C1C=C)C Methyl (S)-3-amino-3-(2'-methyl-6'-vinyl-[1,1'-biphenyl]-3-yl)propanoate hydrochloride